[1,1'-biphenyl]-4,4'-dicarboxaldehyde C1(=CC=C(C=C1)C=O)C1=CC=C(C=C1)C=O